C(C)(C)NC1=NC(=NC=C1C(F)(F)F)NC=1C=C2CCN(CC2=CC1)C(=O)OC(C)(C)C tert-Butyl 6-((4-(isopropylamino)-5-(trifluoromethyl)pyrimidin-2-yl)amino)-3,4-dihydroisoquinoline-2(1H)-carboxylate